CN1C(=NC2=C(C=C(C=C2C1=O)C)[C@H](C)NC1=C(C=CC=C1)S(=O)(=O)C)C1CCOCC1 (S)-3,6-dimethyl-8-(1-((2-(methylsulfonyl)phenyl)amino)ethyl)-2-(tetrahydro-2H-pyran-4-yl)quinazolin-4(3H)-one